C(C)(C)(C)O[C@H]1[C@H]([C@H](C1)NC(=O)OC(C)(C)C)C(=O)O |r| racemic-(1S,2R,4S)-2-tert-butoxy-4-(tert-butoxycarbonylamino)cyclobutanecarboxylic acid